NCC(=O)[O-].NCC(=O)[O-].NCC(=O)[O-].[Fe+3] iron trisglycinate